(1r,4r)-4-(chloroamino)-1-(trifluoromethyl)cyclohexan-1-ol ClNC1CCC(CC1)(O)C(F)(F)F